CC1CC1C=1C=NN(C1)CCN1CCOCC1 2-methyl-3-[1-[2-(morpholin-4-yl)ethyl]-1H-pyrazol-4-yl]cyclopropane